FC1=C(OC2CCN(CC2)C=2N=C3C(=NC2C=2C=NN(C2)C)C=NC(=C3)C(COC)O)C=CC(=C1)F (2-(4-(2,4-difluorophenoxy)piperidin-1-yl)-3-(1-methyl-1H-pyrazol-4-yl)pyrido[3,4-b]pyrazin-7-yl)-2-methoxyethan-1-ol